trans-N1-(2-(4-(4-chloro-2-fluorophenyl)piperazin-1-yl)cycloheptyl)-N4,N4-dimethylbenzene-1,4-disulfonamide ClC1=CC(=C(C=C1)N1CCN(CC1)[C@H]1[C@@H](CCCCC1)NS(=O)(=O)C1=CC=C(C=C1)S(=O)(=O)N(C)C)F